C(CCCCCCCCCC)OC(C(CCCCCN)NCCO)=O 4-(3-aminopropyl)((2-hydroxyethyl)amino)butyric acid undecyl ester